(Z)-3-methyl-5-(quinolin-3-ylmethylene)imidazolidine-2,4-dione CN1C(N\C(\C1=O)=C/C=1C=NC2=CC=CC=C2C1)=O